OC1=CC=C(C=C1)CCC(=O)OC methyl 3-(4-hydroxyphenyl)-propionate